CN1C=CC=2C1=CN=C(C2)N 1-methylpyrrolo[2,3-c]pyridin-5-amine